13-chloro-10-(2,6-difluoro-4-{[2-(methylamino)ethyl]amino}phenyl)-8-ethyl-4-methyl-6,8,10-triazatricyclo[9.4.0.02,7]pentadeca-1(11),2(7),3,5,12,14-hexaen-9-one ClC1=CC=2N(C(N(C=3N=CC(=CC3C2C=C1)C)CC)=O)C1=C(C=C(C=C1F)NCCNC)F